COC1=C(C=C2C(NC=NC2=C1)=O)NC(=O)C1CC1 N-(7-methoxy-4-oxo-3,4-dihydroquinazolin-6-yl)cyclopropanecarboxamide